(4,7-dihydroxyl-1-naphthyl)dimethyl-sulfonium chloride [Cl-].OC1=CC=C(C2=CC(=CC=C12)O)[S+](C)C